dipropyl-CoA C(CC)C=1N=C(C=2N=C(N([C@H]3[C@H](O)[C@H](OP(=O)(O)O)[C@@H](COP(=O)(O)OP(=O)(O)OCC(C)(C)[C@@H](O)C(=O)NCCC(=O)NCCS)O3)C2N1)CCC)N